1-methyl-3-(5-(trifluoromethyl)pyridin-3-yl)urea CNC(=O)NC=1C=NC=C(C1)C(F)(F)F